2-(2,2-dimethylpiperidin-4-yl)-6-(2-methyl-2H-indazol-5-yl)-1,3-benzothiazole hydrochloride Cl.CC1(NCCC(C1)C=1SC2=C(N1)C=CC(=C2)C2=CC1=CN(N=C1C=C2)C)C